NC\C=C(\CN1N=NC2=C1C=C(C=C2C2=CC(=C(C=C2)OC)S(N(C)C)(=O)=O)C(=O)NC)/F (Z)-1-(4-amino-2-fluorobut-2-en-1-yl)-4-(3-(N,N-dimethylsulfamoyl)-4-methoxyphenyl)-N-methyl-1H-benzo[d][1,2,3]triazole-6-carboxamide